O[C@@]1([C@@H](CC[C@H](C1)C)C(C)C)C(=O)N (1S,2S,5r)-1-hydroxy-2-isopropyl-5-methylcyclohexane-1-carboxamide